3-hydroxy-3-(4-hydroxyphenyl)propionic acid OC(CC(=O)O)C1=CC=C(C=C1)O